Methyl (3R)-3-azido-2-hydroxy-4-(naphthalen-2-yl)butanoate N(=[N+]=[N-])[C@@H](C(C(=O)OC)O)CC1=CC2=CC=CC=C2C=C1